C(C(=O)OCC1CC2C(CC1C)O2)(=O)OCC2CC1C(CC2C)O1 bis(3,4-epoxy-6-methylcyclohexylmethyl) oxalate